FC1=C2C(=CC=C1F)NC1=C2CCN2C(CCC[C@@H]12)=O (12bS)-8,9-difluoro-1h,2h,3h,4h,6h,7h,12bh-indolo[2,3-a]quinolizin-4-one